CC1=NC(=NN1C1=CC=C(C=C1)CC1=CC=C(C=C1)C1=CC=C(C=C1)CN1C2C(CC1)CN(C2)C)C(=O)N 5-methyl-1-(4-((4'-((5-methylhexahydropyrrolo[3,4-b]pyrrol-1(2H)-yl)methyl)-[1,1'-biphenyl]-4-yl)methyl)phenyl)-1H-1,2,4-triazole-3-carboxamide